CC=1C=C(C=C(C1)C)NC1=NC=CC(=N1)C1=NN(C(=C1)C(=O)NCC(C)(C)C)C 3-{2-[(3,5-dimethylphenyl)amino]pyrimidin-4-yl}-N-(2,2-dimethylpropyl)-1-methyl-1H-pyrazole-5-carboxamide